C(C=C)(=O)O.CC(C(C)O)(C)O dimethyl-1,2-propylene glycol acrylate